C1(CC1)CNC=1N=CC2=C(N(C(C=3C=C(C=CC23)N2C[C@H]3N(CC2)CCC3)=O)[C@@H]3CC[C@H](CC3)O)N1 trans-3-((Cyclopropylmethyl)amino)-8-((S)-hexahydropyrrolo[1,2-a]pyrazin-2(1H)-yl)-5-(4-hydroxycyclohexyl)pyrimido[4,5-c]isoquinolin-6(5H)-one